(S)-1-(4-(2,3-Dimethylphenyl)piperidin-1-yl)-2-(3-(3-hydroxypyrrolidin-1-carbonyl)-5,6-dihydrocyclopenta[c]pyrazol-1(4H)-yl)ethan-1-on CC1=C(C=CC=C1C)C1CCN(CC1)C(CN1N=C(C2=C1CCC2)C(=O)N2C[C@H](CC2)O)=O